r-dihydroxy-β-methylvaleric acid OC(C(=O)O)([C@@H](CC)C)O